C(C)(=O)N[C@@H]1CC[C@H](CC1)C1=CC=C(C=C1)N1C(C2=CC=CC=C2[C@H]([C@@H]1C1=CC2=C(OCCO2)C=C1)C(=O)O)=O |&1:24,25| (3R,4R) and (3S,4S)-2-{4-[trans-4-(acetylamino)cyclohexyl]phenyl}-3-(2,3-dihydro-1,4-benzodioxin-6-yl)-1-oxo-1,2,3,4-tetrahydroisoquinoline-4-carboxylic acid